CN1C2(CCOC3=NC=CC=4N=CN=C1C34)CCC2 11'-methyl-8',9'-dihydro-11'H-7'-oxa-1',3',6',11'-tetraazaspiro[cyclobutane-1,10'-cycloocta[de]naphthalen]